C1=CC=CC=2C3=CC=CC=C3C(C12)COC(=O)N([C@@H]1C(N(C\C=C/CC1)[C@H](C(=O)N(CC(=O)O)C)CC1=CC=C(C=C1)C(F)(F)F)=O)C N-((S)-2-((S,Z)-3-((((9H-fluoren-9-yl)methoxy)carbonyl)(methyl)amino)-2-oxo-3,4,5,8-tetrahydroazocin-1(2H)-yl)-3-(4-(trifluoromethyl)phenyl)propanoyl)-N-methylglycine